CC(C)(C)C=1C=C(C=CC1O)C(CC(=O)OCCOC(CC(C)(C1=CC(=C(C=C1)O)C(C)(C)C)C1=CC(=C(C=C1)O)C(C)(C)C)=O)(C)C1=CC(=C(C=C1)O)C(C)(C)C Ethylene bis[3,3-bis[3-(1,1-dimethylethyl)-4-hydroxyphenyl] butanoate]